6-(3,5-dimethoxyphenylethynyl)pyrazine COC=1C=C(C=C(C1)OC)C#CC1=CN=CC=N1